3,6,9,12,15-pentaoxaheptadecanoic acid C(COCCOCCOCCOCCOCC)(=O)O